ClC1=CC=C2C(C(=CN(C2=N1)C1=C(C=C(C=C1F)F)F)C(=O)NC(C(C(F)(F)F)(F)F)CC)=O 7-chloro-4-oxo-N-[1,1,1,2,2-pentafluoropentan-3-yl]-1-(2,4,6-trifluorophenyl)-1,4-dihydro-1,8-naphthyridine-3-carboxamide